isoquinoline titanium-lead [Pb].[Ti].C1=NC=CC2=CC=CC=C12